2-methyl-1-[4-(methylthio)phenyl]2-morpholinyl-1-propanone CC(C(=O)C1=CC=C(C=C1)SC)(C)N1CCOCC1